C(C)(C)(C)OC(NCCC1=CC(=CC=C1)OCC1=CC=CC=C1)=O {2-[3-(benzyloxy)phenyl]ethyl}carbamic acid tert-butyl ester